C(C)OC1=C(C=C(C=C1)F)S(=O)(=O)NC1=CC=2CN3[C@H](COC2N=C1)COCC3=O 2-ethoxy-5-fluoro-N-[(10aS)-7-oxo-7,8,10a,11-tetrahydro-5H,10H-[1,4]oxazino[3,4-c]pyrido[3,2-f][1,4]oxazepin-3-yl]benzenesulfonamide